C[C@H](CCCC(C)C)[C@H]1CCC2[C@@]1(CCC3C2CC=C4[C@@]3(CC[C@@H](C4)OC(=O)NCCN(C)C)C)C.Cl cholesteryl 3β-N-(dimethylaminoethyl)carbamate hydrochloride